ClC1=CC(=CC(=N1)N1C(C2=CC(=CC=C2C1)C1(COC1)CC1=NN=CN1C)=O)CNC1CCCC1 2-(6-Chloro-4-((cyclopentylamino)methyl)pyridin-2-yl)-6-(3-((4-methyl-4H-1,2,4-triazol-3-yl)methyl)oxetan-3-yl)isoindolin-1-one